6-fluoro-4-methyl-2,3-dihydro-1H-quinoxaline FC=1C=C2N(CCNC2=CC1)C